CN(C1=CC=C(C=C1)NC(=O)NC1=CC=C(C=C1)OC(F)(F)F)C1=NC(=NC=C1)NC1=CC(=CC=C1)S(N)(=O)=O 1-[4-[methyl-[2-(3-sulfamoylanilino)pyrimidin-4-yl]amino]phenyl]-3-[4-(trifluoromethoxy)phenyl]urea